cyclopropylmethyl ((2-(2,6-dioxopiperidin-3-yl)-3-oxoisoindolin-5-yl)methyl)carbamate O=C1NC(CCC1N1CC2=CC=C(C=C2C1=O)CNC(OCC1CC1)=O)=O